FC1=C(C#N)C=CC=C1C(C(C)(C)F)=O 2-fluoro-3-(2-fluoro-2-methylpropanoyl)benzonitrile